C1(CC1)C=1C=CC=2N(C1)C=C(N2)CN2C=C(C=C2)C(=O)O 1-((6-cyclopropylimidazo[1,2-a]pyridin-2-yl)methyl)-1H-pyrrole-3-carboxylic acid